C(C1=CC=CC=C1)(C1=CC=CC=C1)=NC=1C(=C(C(=NC1)C)C=1C=NC2=CC(=NC=C2C1)N(C)CC1=CC=C(C=C1)OC)Cl 3-[5-(benzhydrylideneamino)-4-chloro-2-methyl-3-pyridyl]-N-[(4-methoxyphenyl)methyl]-N-methyl-1,6-naphthyridin-7-amine